ClC1=NC=2N([C@H](C(NC2C(=N1)C)=O)C)C (7S)-2-chloro-4,7,8-trimethyl-7,8-dihydropteridin-6(5H)-one